C(#N)C=1C=C(C=NC1)C(=O)[O-] 5-cyanopyridine-3-carboxylate